N1(CCCC1)CCN 2-pyrrolidin-1-yl-ethyl-amine